4-(7-oxo-6,7-dihydro-3H-[1,2,3]triazolo[4,5-d]pyrimidin-5-yl)benzoic acid O=C1C2=C(N=C(N1)C1=CC=C(C(=O)O)C=C1)NN=N2